4-vinyl-4-(1H-pyrazol-5-yl)piperidine-1-carboxylic acid tert-butyl ester C(C)(C)(C)OC(=O)N1CCC(CC1)(C1=CC=NN1)C=C